5-{2-[(2R)-2-amino-4-cyclohexylbutanoyl]-8-fluoro-6-hydroxy-1,2,3,4-tetrahydroisoquinolin-7-yl}-1λ6,2,5-thiadiazolidine-1,1,3-trione N[C@@H](C(=O)N1CC2=C(C(=C(C=C2CC1)O)N1CC(NS1(=O)=O)=O)F)CCC1CCCCC1